C(#N)C[C@@H]1N(CCN(C1)C=1C2=C(N=C(N1)OC[C@H]1N(C[C@@H](C1)F)C)CN(CC2)C2=CC=CC1=CC=CC=C21)C(=O)OCC2=CC=CC=C2 benzyl (2S)-2-(cyanomethyl)-4-[2-[[(2S,4R)-4-fluoro-1-methylpyrrolidin-2-yl]methoxy]-7-(1-naphthyl)-6,8-dihydro-5H-pyrido[3,4-d]pyrimidin-4-yl]piperazine-1-carboxylate